6-(methoxycarbonyl)spiro[3.3]heptane-2-carboxylic acid COC(=O)C1CC2(CC(C2)C(=O)O)C1